3-(2-chloro-4,5-dimethoxyphenyl)isoxazole ClC1=C(C=C(C(=C1)OC)OC)C1=NOC=C1